6-(4-hydroxyfurfurylamino)purine mesylate S(C)(=O)(=O)O.OC=1C=C(CNC2=C3NC=NC3=NC=N2)OC1